C(C1=CC=CC=C1)OC1=C2C=CC(=NC2=C(C=C1)C)C=1SC2=C(C1C)C=CC=C2 5-(Benzyloxy)-8-methyl-2-(3-methyl-1-benzothiophen-2-yl)quinoline